ClC=1C(=C(SC1)C=1SC=CC1)Cl dichloro-2,2'-bithiophene